N-(1-(3,4-dichlorophenyl)-3-methoxypropyl)-4-(trifluoromethoxy)benzenesulfonamide ClC=1C=C(C=CC1Cl)C(CCOC)NS(=O)(=O)C1=CC=C(C=C1)OC(F)(F)F